(1s,4s)-N-(6-Methoxypyridin-2-yl)-4-(4-methyl-1-oxoisoindolin-2-yl)cyclohexanecarboxamide COC1=CC=CC(=N1)NC(=O)C1CCC(CC1)N1C(C2=CC=CC(=C2C1)C)=O